C1(=CC=CC=C1)C1CCCCC1 4-trans-phenylcyclohexane